C(=C)C(=C[Si](C=C)(C=C)C)C=C divinyl-methyl-trivinyl-silane